CN(C)C1=C(C(=O)N)C=CC=C1[N+](=O)[O-] (dimethylamino)-3-nitrobenzamide